FC1(OC2=C(O1)C=CC(C2)=O)F 2,2-difluorobenzo[d][1,3]dioxol-5-one